5-chloro-1-phenyl-N-(quinolin-2-yl)-1H-pyrazole-4-carboxamide ClC1=C(C=NN1C1=CC=CC=C1)C(=O)NC1=NC2=CC=CC=C2C=C1